Tert-butyl(5-((4-(4-benzyl-5-oxo-4,5-dihydro-1H-1,2,4-triazol-1-yl)phenyl)thio)-4-methylthiazol-2-yl)carbamate C(C)(C)(C)OC(NC=1SC(=C(N1)C)SC1=CC=C(C=C1)N1N=CN(C1=O)CC1=CC=CC=C1)=O